(S)-5-bromo-4-fluoro-2-(methylthio)-8a,9,10,11-tetrahydro-8H-pyrrolo[2',1':3,4][1,4]oxazepino[5,6,7-de]quinazoline BrC=1C=C2C3=C(N=C(N=C3C1F)SC)N1[C@H](CO2)CCC1